ClC=1N=C(SC1C1CCCCC1)N(C(=O)C1(CC(C1)NC#N)F)C (1s,3s)-N-(4-chloro-5-cyclohexyl-1,3-thiazol-2-yl)-3-(cyanoamino)-1-fluoro-N-methylcyclobutane-1-carboxamide